C(C)C1(C(C(CCC1C)C)C)OC(O)=O carbonic acid-ethyl-2,3,6-trimethylcyclohexylester